(1R)-2-{[1-(6-bromo-3-fluoropyridin-2-yl)ethyl](4-methoxyphenylmethyl)amino}-1-cyclopropylethanol BrC1=CC=C(C(=N1)C(C)N(C[C@H](O)C1CC1)CC1=CC=C(C=C1)OC)F